NCC(=O)NCC=1SC(=CC1)C(CSC1=NC(=NC2=CC=C(C=C12)OC)C)=O 2-amino-N-((5-(2-((6-methoxy-2-methylquinazolin-4-yl)thio)acetyl)thiophen-2-yl)methyl)acetamide